N[C@H](C(=O)O[C@@H]1[C@H](O[C@@]([C@@H]1O)(C#N)C1=CC=C2C(=NC=NN21)NC(CCC)=O)COC(CC2CCCCC2)=O)C(C)(C)C (2R,3S,4R,5R)-5-(4-butyramidopyrrolo[2,1-f][1,2,4]triazin-7-yl)-5-cyano-2-((2-cyclohexylacetoxy)methyl)-4-hydroxytetrahydrofuran-3-yl (S)-2-amino-3,3-dimethylbutanoate